7-(benzyloxy)-3-cyclohexylisochroman-4-one C(C1=CC=CC=C1)OC1=CC=C2C(C(OCC2=C1)C1CCCCC1)=O